OC1=CC=CC(=C1)OCCCCCCCC 2-hydroxy-4-n-octyloxybenzol